BrC1=CC2=CN(N=C2C=C1OC(F)F)COCC[Si](C)(C)C 5-bromo-6-(difluoromethoxy)-2-((2-(trimethylsilyl)ethoxy)methyl)-2H-indazole